FC1=C(C=CC(=C1)F)C=1N=C(SC1)N(C(C(C)C1=CC=C(C=C1)CC(C)C)=O)C1=CC=CC=C1 N-(4-(2,4-difluorophenyl)thiazol-2-yl)-2-(4-isobutylphenyl)-N-phenylpropionamide